C(#N)C1=NC=C(C=N1)[C@H](C)NC(CN1C(NC2=CC=C(C=C2C1=O)F)=O)=O (S)-N-(1-(2-cyanopyrimidin-5-yl)ethyl)-2-(6-fluoro-2,4-dioxo-1,4-dihydroquinazolin-3(2H)-yl)acetamide